O=C1NC(CCC1N1C(C=2C=3C1=CN=C(C3C=CC2)CC=2C=NN(C2)C2CCN(CC2)C(=O)OC(C)(C)C)=O)=O tert-Butyl 4-(4-((1-(2,6-Dioxopiperidin-3-yl)-2-oxo-1,2-dihydropyrrolo[2,3,4-de]isoquinolin-6-yl)methyl)-1H-pyrazol-1-yl)piperidine-1-carboxylate